methylpentyl ketoxime CC(=NO)CCCCC